tert-butyl 2-{[4-(trifluoromethyl)pyridin-3-yl]oxy}-6-azaspiro[3.5]nonane-6-carboxylate FC(C1=C(C=NC=C1)OC1CC2(C1)CN(CCC2)C(=O)OC(C)(C)C)(F)F